1,3-dioxoindene O=C1CC(C2=CC=CC=C12)=O